C1([C@H](O)[C@@H](O)[C@H](O)[C@H](O1)CO)CC(=O)C1=C(C=C(C=C1O)O)O glucosyl-2',4',6'-trihydroxyacetophenone